The molecule is an N-acyl-1-O-beta-D-glucosyl-15-methylhexadecasphing-4-enine in which the acyl group has 16 carbons and 0 double bonds. It derives from a 15-methylhexadecasphing-4-enine. CCCCCCCCCCCCCCCC(=O)N[C@@H](CO[C@H]1[C@@H]([C@H]([C@@H]([C@H](O1)CO)O)O)O)[C@@H](/C=C/CCCCCCCCCC(C)C)O